N1N=CC2=CC(=CC=C12)C1=CC=C(C=C1)CCCNC(C1=C(N=CC=C1)C)=O N-(3-(4-(1H-indazol-5-yl)phenyl)propyl)-2-methylnicotinamide